CC(CN(C(\C=C\C1=CC=C(C=C1)C)=O)C1=CC=CC=C1)S (E)-N-(2-methyl-sulfanylethyl)-N-phenyl-3-(p-tolyl)prop-2-enamide